ClC1=C(C(=O)O)C=CC=C1C1=CNC(C=C1)=O 2-chloro-3-(6-oxo-1H-pyridin-3-yl)benzoic acid